[C].[Hf].[Ti] titanium hafnium carbon